2,3-dimercaptopropylmethyl ether SC(COC)CS